C(=O)(O)C1=C(C=CC=C1)N1C=NC2=CC=CC=C2C1=O 3-(2-carboxyphenyl)-4(3H)-quinazolinone